CC1(OB(OC1(C)C)C1=CC=C(C=C1)C1(CCOCC1)C#N)C 4-(4-(4,4,5,5-tetramethyl-1,3,2-dioxaborolan-2-yl)phenyl)tetrahydro-2H-pyran-4-carbonitrile